(4-([1,2,4]triazolo[1,5-a]pyridin-7-yloxy)-3-methylphenyl)-5-(azepan-4-yl)pyrrolo[2,1-f][1,2,4]triazin-4-amine N=1C=NN2C1C=C(C=C2)OC2=C(C=C(C=C2)C2=NN1C(C(=N2)N)=C(C=C1)C1CCNCCC1)C